2-isocyanatopropyl-2,6-diisocyanatocaproate N(=C=O)C(COC(C(CCCCN=C=O)N=C=O)=O)C